BrC1=CC=C2C(=CNC2=C1)S(=O)(=O)NC1=CC=2C(=NSN2)C=C1F 6-bromo-N-(6-fluoro-2,1,3-benzothiadiazol-5-yl)-1H-indole-3-sulfonamide